N[C@H](CSC(CC(NCCOCCOCCOCCC(=O)N1CCN(CC1)CC1=CC(=C(C=C1)CN1C2=NC(=NC(=C2N=C1O)N)OCC)OC)=O)C(=O)O)C(=O)O (19S)-19-amino-1-(4-(4-((6-amino-2-ethoxy-8-hydroxy-9H-purin-9-yl)methyl)-3-methoxybenzyl)piperazin-1-yl)-16-carboxy-1,14-dioxo-4,7,10-trioxa-17-thia-13-azaicosan-20-oic acid